6-amino-3-(triphenylmethyl)-2,3-dihydro-1,3-benzoxazol-2-one NC1=CC2=C(N(C(O2)=O)C(C2=CC=CC=C2)(C2=CC=CC=C2)C2=CC=CC=C2)C=C1